Tert-butyl (S)-2-((4-(6-(imidazo[1,2-a]pyridin-6-ylmethoxy) pyridin-2-yl) piperidin-1-yl) methyl)-1-(oxetan-2-ylmethyl)-1H-benzo[d]imidazole-6-carboxylate N=1C=CN2C1C=CC(=C2)COC2=CC=CC(=N2)C2CCN(CC2)CC2=NC1=C(N2C[C@H]2OCC2)C=C(C=C1)C(=O)OC(C)(C)C